C(C)(C)(C)N1CC(C2=CC=CC=C12)(C)C 1-tertiary butyl-3,3-dimethyl-indoline